N-(2-(2-Hydroxy-5-isopropyl-4-methoxybenzoyl)isoindolin-4-yl)-N-methylacrylamide OC1=C(C(=O)N2CC3=CC=CC(=C3C2)N(C(C=C)=O)C)C=C(C(=C1)OC)C(C)C